5-fluoropyridin-3-yl-3-oxo-2,3-dihydropyridazine-4-carboxylic acid FC=1C=C(C=NC1)N1N=CC=C(C1=O)C(=O)O